8-(3-(2,6-dioxopiperidin-3-yl)benzofuran-5-yl)-N,N-diisopropyloctan-7-ynamide O=C1NC(CCC1C1=COC2=C1C=C(C=C2)C#CCCCCCC(=O)N(C(C)C)C(C)C)=O